rac-(1S,2S)-N-(6-((2S,4S)-2-(6-(3-azabicyclo[3.1.0]hex-3-yl)pyridin-3-yl)-4-hydroxypyrrolidin-1-yl)pyrimidin-4-yl)-2-(4-methylpyrimidin-2-yl)cyclopropane-1-carboxamide C12CN(CC2C1)C1=CC=C(C=N1)[C@H]1N(C[C@H](C1)O)C1=CC(=NC=N1)NC(=O)[C@@H]1[C@H](C1)C1=NC=CC(=N1)C |&1:27,28|